NC1C(C(C1(C)C)OC1=CC(=C(C#N)C=C1)Cl)(C)C 4-((1r,3r)-3-amino-2,2,4,4-tetramethylcyclobutoxy)-2-chlorobenzonitrile